C(C)(C)(C)N(C(=S)N)C(C)C N-tertiary butyl-N-isopropylthiourea